(3S,4S)-3-methyl-8-(8-(naphthalen-1-ylthio)imidazo[1,2-c]pyrimidin-5-yl)-2-oxa-8-azaspiro[4.5]decan-4-amine C[C@@H]1OCC2([C@@H]1N)CCN(CC2)C2=NC=C(C=1N2C=CN1)SC1=CC=CC2=CC=CC=C12